tert-butyl (2-(3-oxopropoxy)ethyl)carbamate O=CCCOCCNC(OC(C)(C)C)=O